OCCCCCN(CC(=O)N(CCCCCCCCCC)CCCCCCCCCC)CC(=O)N(CCCCCCCCCC)CCCCCCCCCC 2,2'-((5-Hydroxypentyl)azanediyl)bis(N,N-didecylacetamide)